C(C1=CC=CC=C1)(=O)N1C=2C3=C(N(C=C3CCC1)[C@H]1[C@H](O)[C@H](OC3OCCCC3)[C@H](O1)COC1OCCCC1)N=CN2 6-benzoyl-2-[3,5-bis-O-(tetrahydropyran-2-yl)-β-D-ribofuranosyl]-6,7,8,9-tetrahydro-2H-2,3,5,6-tetraazabenzo[cd]azulene